5-methyl-N4-(1-methylcyclopropyl)-N2-(1-(piperidin-4-yl)-1H-pyrazol-4-yl)thieno[2,3-d]pyrimidine-2,4-diamine CC1=CSC=2N=C(N=C(C21)NC2(CC2)C)NC=2C=NN(C2)C2CCNCC2